N-[4-[4-(3-methylphenyl)-2-(4-methylthiophenyl)-1,3-thiazol-5-yl]-2-pyridinyl]-N-(3-phenylpropyl)amine CC=1C=C(C=CC1)C=1N=C(SC1C1=CC(=NC=C1)NCCCC1=CC=CC=C1)C1=CC=C(C=C1)SC